N-acetyloxy-1-(4-phenylsulfanylphenyl)-3-cyclohexylpropane-1-one-2-imine C(C)(=O)ON=C(C(=O)C1=CC=C(C=C1)SC1=CC=CC=C1)CC1CCCCC1